(R)-2,5,7-trimethyl-6-((1-(4-(6-(piperidin-1-ylmethyl)pyridazin-3-yl)phenyl)pyrrolidin-3-yl)oxy)-[1,2,4]triazolo[1,5-a]pyrimidine CC1=NN2C(N=C(C(=C2C)O[C@H]2CN(CC2)C2=CC=C(C=C2)C=2N=NC(=CC2)CN2CCCCC2)C)=N1